BrCC(CC(=O)OCC)=O ethyl 4-bromoacetoacetate